COC1=C(C=C(C=C1)CCN[C@@H]([C@H]1CNC2=C(N1)N=CC=C2)C2=CC=CC=C2)[C@@H](C(=O)O)C |o1:28| (S or R)-2-(2-methoxy-5-(2-(((R)-phenyl((R)-1,2,3,4-tetrahydropyrido[2,3-b]pyrazin-3-yl)methyl)amino)ethyl)phenyl)propanoic acid